FC=1C=CC(=NC1)C(COC)=O 1-(5-Fluoro-2-pyridyl)-2-methoxy-ethanone